stearylacetate C(CCCCCCCCCCCCCCCCC)CC(=O)[O-]